C1(CC1)C(=O)NC1=NC=C(C(=O)N(CSC)C([2H])([2H])[2H])C(=C1)NC1=C(C(=CC=C1)C=1N=NN(N1)C)OC 6-(Cyclopropanecarboxamido)-4-((2-methoxy-3-(2-methyl-2H-tetrazol-5-yl)phenyl)amino)-N-(methyl-d3)-N-((methylthio)methyl)nicotinamide